N1=CC=C(C=C1)C(C([2H])([2H])[2H])(O)C1=NN(C=C1)CC(F)(F)F 1-(pyridin-4-yl)-1-(1-(2,2,2-trifluoroethyl)-1H-pyrazol-3-yl)ethan-2,2,2-d3-1-ol